tert-butyl 3-[5-fluoro-6-[7-fluoro-3-(methoxymethoxy)-8-(2-triisopropylsilylethynyl)-1-naphthyl]-3,4-dimethyl-2,7-naphthyridin-1-yl]-3-hydroxy-8-azabicyclo[3.2.1]octane-8-carboxylate FC1=C2C(=C(N=C(C2=CN=C1C1=CC(=CC2=CC=C(C(=C12)C#C[Si](C(C)C)(C(C)C)C(C)C)F)OCOC)C1(CC2CCC(C1)N2C(=O)OC(C)(C)C)O)C)C